(3R,5R,6S)-(3S,5S,6R)-3-Allyl-5-(3-chlorophenyl)-6-(4-chlorophenyl)-1-(cyclopropylmethyl)piperidin-2-one C(C=C)[C@H]1C(N([C@@H]([C@H](C1)C1=CC(=CC=C1)Cl)C1=CC=C(C=C1)Cl)CC1CC1)=O